(S)-N-(4-((7-chloro-1-methyl-2-((3-((1-methylpyrrolidin-2-yl)methoxy)-5-(trifluoromethyl)phenyl)amino)-1H-imidazo[4,5-b]pyridin-6-yl)oxy)pyridin-2-yl)acetamide ClC1=C2C(=NC=C1OC1=CC(=NC=C1)NC(C)=O)N=C(N2C)NC2=CC(=CC(=C2)C(F)(F)F)OC[C@H]2N(CCC2)C